(1R,5S)-tert-butyl 3-(6-chloro-3-cyano-1-methyl-2-oxo-1,2-dihydro-1,5-naphthyridin-4-yl)-3,8-diazabicyclo[3.2.1]octane-8-carboxylate ClC=1N=C2C(=C(C(N(C2=CC1)C)=O)C#N)N1C[C@H]2CC[C@@H](C1)N2C(=O)OC(C)(C)C